5-amino-3,4-dihydronaphthalene-2-carboxylic acid methyl ester COC(=O)C1=CC2=CC=CC(=C2CC1)N